5-(2-methoxyethoxymethyl)-1-methyl-7-nitro-2-phenyl-indole COCCOCC=1C=C2C=C(N(C2=C(C1)[N+](=O)[O-])C)C1=CC=CC=C1